CC1=C(C=CC=C1)OCCC(CC(C)(C)C)C 3,5,5-trimethyl-hexyl 2-methylphenyl ether